2-((4-amino-5-chloro-2,3-dihydrobenzofuran-7-carboxamido)methyl)morpholine-4-carboxylic acid NC1=C(C=C(C2=C1CCO2)C(=O)NCC2CN(CCO2)C(=O)O)Cl